C1(=CC=CC=C1)N1C(N(CCC1)CCC1CCNCC1)=O 1-phenyl-3-[2-(piperidin-4-yl)ethyl]-1,3-diazinan-2-one